CC1=NC=CC(=C1)C1=NN(C=2C1=NC(=CC2)C2=CC(NC=C2)=O)C2OCCCC2 4-(3-(2-methylpyridin-4-yl)-1-(tetrahydro-2H-pyran-2-yl)-1H-pyrazolo[4,3-b]pyridin-5-yl)pyridin-2(1H)-one